N1(CCSCC1)C1=C(C=O)C=CC(=C1)C(F)(F)F 2-thiomorpholinyl-4-(trifluoromethyl)benzaldehyde